N[C@H](C)[C@@H]1CC[C@H](CC1)C(=O)NC1=CC=NC=C1 trans-4-[(1R)-1-aminoethyl]-N-4-pyridylcyclohexaneamide